OC1=C(C(C1=O)=O)NC=1C=C(C(=O)N)C=CC1 3-((2-hydroxy-3,4-dioxocyclobut-1-en-1-yl)amino)benzamide